P(=O)([O-])([O-])[O-].[V+5].[Na+].[F].P(=O)([O-])([O-])[O-] fluorine Sodium vanadium phosphate